COC=1C(=C2C=CN(C2=C(C1)C)C(=O)OC(C)(C)C)CN1[C@@H](CC(CC1)C1=CSC=C1)C1=CC=C(C=C1)C(=O)OC tert-butyl 5-methoxy-4-(((2S)-2-(4-(methoxycarbonyl) phenyl)-4-(thiophen-3-yl) piperidin-1-yl) methyl)-7-methyl-1H-indole-1-carboxylate